N12CC(C(CC1)CC2)OC(C(CC=2C=C1C=NNC1=C(C2)C)NC(=O)N2CCC(CC2)N2C(NC1=CC=CC=C1C2)=O)=O 3-(7-Methyl-1H-indazol-5-yl)-2-{[4-(2-oxo-1,4-dihydro-2H-quinazolin-3-yl)-piperidine-1-carbonyl]-amino}-propionic acid 1-aza-bicyclo[2.2.2]oct-3-yl ester